N1(CCCCC1)C=1OC=2C(=NC(=C(C2)NC(=O)C2=NC(=CC=C2)C=2C=NN(C2)C)N2CCCCC2)N1 N-(2,5-bis(piperidin-1-yl)oxazolo[4,5-b]pyridin-6-yl)-6-(1-methyl-1H-pyrazol-4-yl)pyridine-2-carboxamide